C(=C)C1=CC=C(C=C1)C=C para-divinyl-benzene